3,4-Bis(4-methoxyphenyl)isocoumarin COC1=CC=C(C=C1)C=1OC(=O)C2=CC=CC=C2C1C1=CC=C(C=C1)OC